(1R,3S,5S)-3-(2-(2-fluorophenyl)-6-(1H-1,2,4-triazol-3-yl)-1H-imidazo[4,5-c]pyridin-1-yl)-5-methoxycyclohexan-1-amine FC1=C(C=CC=C1)C=1N(C2=C(C=NC(=C2)C2=NNC=N2)N1)[C@H]1C[C@H](C[C@@H](C1)OC)N